1-(3-carboxypropyl)-3-(cyanomethyl)pyridine C(=O)(O)CCCN1CC(=CC=C1)CC#N